(E)-4-(2-(1-Ethyl-3-(trifluoromethyl)-1H-pyrazol-4-yl)phenyl)-6-(4-isopropoxybut-2-enoyl)-4,5,6,7-tetrahydrothieno[2,3-c]pyridine-2-carbonitrile C(C)N1N=C(C(=C1)C1=C(C=CC=C1)C1C2=C(CN(C1)C(\C=C\COC(C)C)=O)SC(=C2)C#N)C(F)(F)F